[Si](C)(C)(C(C)(C)C)O[C@@H](CCO)C (R)-3-((tert-butyldimethylsilyl)oxy)butan-1-ol